C(C)(C)(C)P(C(C)(C)C)C[C-]1C(=CC=C1)CP(C(C)(C)C)C(C)(C)C.[CH-]1C=CC=C1.[Fe+2] 1,2-bis(di-tert-butylphosphinomethyl)ferrocene